2-(((3-hydroxy-1-methyl-1H-pyrazol-5-yl)acetyl)amino)-2-(4-methoxyphenyl)-N-(4-(trimethylsilyl)phenyl)acetamide OC1=NN(C(=C1)CC(=O)NC(C(=O)NC1=CC=C(C=C1)[Si](C)(C)C)C1=CC=C(C=C1)OC)C